1-(4-chloro-2-fluorophenyl)-3-(3-hydroxycyclobutyl)-4-(4-(trifluoromethyl)benzyl)piperazine-2,5-dione ClC1=CC(=C(C=C1)N1C(C(N(C(C1)=O)CC1=CC=C(C=C1)C(F)(F)F)C1CC(C1)O)=O)F